3,6-dibromo-9-(2-(naphthalen-One-yl)phenyl)-9H-xanthen-9-ol BrC=1C=CC=2C(C3=CC=C(C=C3OC2C1)Br)(O)C1=C(C=CC=C1)C1C(C2=CC=CC=C2C=C1)=O